5-[7-azaspiro[3.5]non-2-yloxy]-2-(2,6-dioxopiperidin-3-yl)isoindole-1,3-dione formate C(=O)O.C1C(CC12CCNCC2)OC=2C=C1C(N(C(C1=CC2)=O)C2C(NC(CC2)=O)=O)=O